C(C)C=1C(NC=2C=C(C=NC2C1)CN1CCN([C@H]2CC[C@H]12)C=1C=CC(=NC1)C(=O)NC)=C=O 5-((1S,6S)-5-((7-Ethyl-6-carbonyl-5,6-dihydro-1,5-naphthyridine-3-yl)methyl)-2,5-diazabicyclo[4.2.0]octane-2-yl)-N-methylpyridine-2-carboxamide